C(C)(C)(C)OC(N[C@@H](CSC(N)=O)CC1=CC=CC=C1)=O (R)-(1-(carbamoylthio)-3-phenylpropan-2-yl)carbamic acid tert-butyl ester